N-methyl-3-carbonyl-3-(2-thienyl)propanamide CNC(CC(C=1SC=CC1)=C=O)=O